C1=CC=CC=2C3=CC=CC=C3C(C12)COC(=O)N[C@@H](CC1=CC(=NC=C1)C)C(=O)O N-{[(9H-fluoren-9-yl)methoxy]carbonyl}-3-(2-methylpyridin-4-yl)-L-alanine